C(C1=CC=CC=C1)N1C(=NC=2C1=NC(=CN2)C=2C1=C(C(N(C2)C)=O)NC=C1)C 4-(1-benzyl-2-methyl-1H-imidazo[4,5-b]pyrazin-6-yl)-6-methyl-1H-pyrrolo[2,3-c]pyridin-7(6H)-one